ClC=1C=C2C(=C3C4(NC(NC13)=O)CCCCC4)OC(=C2)C(=O)NCC2=CSC=C2 5'-chloro-7'-oxo-N-(thiophen-3-ylmethyl)-7',8'-dihydro-6'H-spiro[cyclohexane-1,9'-furo[2,3-f]quinazoline]-2'-carboxamide